O1COC2=C1C=CC(=C2)[C@@H]2[C@H]([C@@H](N(C2)CC(=O)N(CCCC)CCCC)C2=CC=C(C=C2)OC)C(=O)OCOC(=O)OCC [(ethoxycarbonyl)oxy]methyl (2R,3R,4S)-4-(Benzo[d][1,3]dioxolan-5-yl)-1-[2-(dibutylamino)-2-oxoethaneyl]-2-(4-methoxyphenyl)pyrrolidine-3-carboxylate